4-((4-((2-(2-(2-aminoethoxy)ethoxy)ethyl)amino)-6-chloro-1,3,5-triazin-2-yl)amino)benzenesulfonamide NCCOCCOCCNC1=NC(=NC(=N1)Cl)NC1=CC=C(C=C1)S(=O)(=O)N